ClCC(=O)NC=1C(=C(C(=C(C(=O)NCC(COC(CCl)=O)OC(CCl)=O)C1I)I)C(=O)NCC(COC(CCl)=O)OC(CCl)=O)I 5-(2-chloroacetamido)-2,4,6-triiodo-N,N'-bis(2,3-bis(2-chloroacetoxy)propyl)-isophthalamide